2-phenyl-1,4-dihydro-3-pyridinecarboxylate C1(=CC=CC=C1)C=1NC=CCC1C(=O)[O-]